O1C(=CC=C1)C=1C=C(C=CC1)[C@H]1C[C@@H](CC2=CC=CC=C12)N(C)C Trans-4-(3-(furan-2-yl)phenyl)-N,N-dimethyl-1,2,3,4-tetrahydronaphthalen-2-amine